ClC1=C(C=C(C=C1)N1CC(C=2C1=NC=CN2)(C)C)F 5-(4-chloro-3-fluorophenyl)-7,7-dimethyl-6,7-dihydro-5H-pyrrolo[2,3-b]pyrazine